FCCOCCOCCF 1,2-bis(2-fluoroethoxy)ethane